8-(2,3-dichlorophenyl)-N-[(4S)-3,4-dihydro-2H-chromen-4-yl]-4-[methyl-(oxetan-3-yl)amino]-quinoline-3-carboxamide ClC1=C(C=CC=C1Cl)C=1C=CC=C2C(=C(C=NC12)C(=O)N[C@H]1CCOC2=CC=CC=C12)N(C1COC1)C